(R)-5-(3-fluoroazetidin-3-yl)-2-((S)-1-(4-fluorophenyl)-3,4-dihydroisoquinolin-2(1H)-yl)-4,5-dihydrooxazole FC1(CNC1)[C@H]1CN=C(O1)N1[C@H](C2=CC=CC=C2CC1)C1=CC=C(C=C1)F